acrylic acid dimethylamide CN(C(C=C)=O)C